NC1=C(C(N(C2=CC(=CC=C12)Br)C=1C=C2N=CC=NC2=CC1)=O)C(=O)OC methyl 4-amino-7-bromo-2-oxo-1-(quinoxalin-6-yl)-1,2-dihydroquinoline-3-carboxylate